FC=1C=C(C#N)C=C(C1)C=1C=NN(C1)C(F)(F)F 3-Fluoro-5-(1-(trifluoromethyl)-1H-pyrazol-4-yl)benzonitrile